(3S,4R)-4-aminooxan-3-ol monohydrochloride Cl.N[C@H]1[C@@H](COCC1)O